7-(ethylamino)-5-fluoro-3-methyl-2-oxo-3-[(3R)-3-[(6-fluorosulfonyloxy-3-pyridyl)amino]-1-piperidyl]indoline C(C)NC=1C=C(C=C2C(C(NC12)=O)(N1C[C@@H](CCC1)NC=1C=NC(=CC1)OS(=O)(=O)F)C)F